C(C)(C)NC1=C(C#N)C=C(C=C1)C1=NC=C(C=N1)C1=CC2=C(NC(N2)=O)C=C1 2-(isopropylamino)-5-(5-(2-oxo-2,3-dihydro-1H-benzo[d]imidazol-5-yl)pyrimidin-2-yl)benzonitrile